ClC1=CC(=NC=N1)NC(=O)[C@@H]1[C@H](C1)C1=NC=C(C(=N1)C)F |o1:10,11| (1S*,2S*)-N-(6-chloropyrimidin-4-yl)-2-(5-fluoro-4-methylpyrimidin-2-yl)cyclopropane-1-carboxamide